C(C)(=O)N1CC[C@@H]2N(C([C@H](C1)NC(=O)C=1NC3=CC=C(C=C3C1)C(F)(F)P(O)(O)=O)=O)[C@@H](CC2)C(N(C2CCCCC2)C2=CC=C(C=C2)Cl)=O ((2-(((5S,8S,10aR)-3-acetyl-8-((4-chlorophenyl)(cyclohexyl)carbamoyl)-6-oxodecahydropyrrolo[1,2-a][1,5]diazocin-5-yl)carbamoyl)-1H-indol-5-yl)difluoromethyl)phosphonic acid